2-[(2-cyclobutylacetyl)amino]-4-[2-phenoxyethyl-[4-(5,6,7,8-tetrahydro-1,8-naphthyridin-2-yl)butyl]amino]butanoic acid C1(CCC1)CC(=O)NC(C(=O)O)CCN(CCCCC1=NC=2NCCCC2C=C1)CCOC1=CC=CC=C1